O([C@@H]1[C@@H](O)[C@@H](O)[C@H](O)[C@H](O1)CO)CC ethyl α-mannopyranoside